CC1=C(C=CC=2N=C(SC21)NC2=NC=CC(=C2)CN2CCCC2)C2=CC=NC=C2 7-methyl-6-(pyridin-4-yl)-N-(4-(pyrrolidin-1-ylmethyl)pyridin-2-yl)-benzo[d]thiazol-2-amine